4-(cyclobutyl(4-methoxybenzyl)amino)-2-(methylsulfonyl)pyrazolo[1,5-a][1,3,5]triazine-8-carbonitrile C1(CCC1)N(C1=NC(=NC=2N1N=CC2C#N)S(=O)(=O)C)CC2=CC=C(C=C2)OC